The molecule is a linear amino trisaccharide comprising alpha-neuraminyl, N-acetyl-beta-D-galactosaminyl and N-acetyl-beta-D-glucosamine residues linked sequentially (2->6) and (1->4). It has a role as an epitope. It is a glucosamine oligosaccharide, a galactosamine oligosaccharide and an amino trisaccharide. CC(=O)N[C@@H]1[C@H](C[C@@](O[C@H]1[C@@H]([C@@H](CO)O)O)(C(=O)O)OC[C@@H]2[C@@H]([C@@H]([C@H]([C@@H](O2)O[C@@H]3[C@H](O[C@H]([C@@H]([C@H]3O)NC(=O)C)O)CO)NC(=O)C)O)O)O